C[C@H]1[C@@H]([C@H]([C@H]([C@@H](O1)O[C@@H]2[C@H]([C@@H]([C@H](O[C@H]2OC(=O)[C@@]34CC[C@@]5(C(=CC[C@H]6[C@]5(CC[C@@H]7[C@@]6(C[C@H]([C@@H](C7(C)C)O[C@H]8[C@@H]([C@H]([C@@H]([C@H](O8)CO)O)O)O)O)C)C)[C@@H]3CC(CC4)(C)C)C)CO)O)O)O)O)O The molecule is a triterpenoid saponin that is maslinic acid attached to a beta-D-glucopyranosyl residue at position 3 and a alpha-L-rhamnopyranosyl-(1->2)-beta-D-glucopyranosyl residue at position 28 via a glycosidic linkage. Isolated from the methanolic extract of the leaves of Symplocos lancifolia, it exhibits antibacterial activity. It has a role as an antibacterial agent and a plant metabolite. It is a triterpenoid saponin and a pentacyclic triterpenoid. It derives from a maslinic acid.